C(CCCCCC(=O)[O-])(=O)[O-].[K+].C=CC.[K+] propylene potassium pimelate